1-(3-bromo-1-(4-methoxybenzyl)-1H-1,2,4-triazol-5-yl)-2-chloroethan-1-one BrC1=NN(C(=N1)C(CCl)=O)CC1=CC=C(C=C1)OC